tert-Butyl (1S,4S)-5-[4-[3-bromo-2-fluoro-4-(oxetan-3-ylmethoxy)anilino]pyrido[3,2-d]pyrimidin-6-yl]-2,5-diazabicyclo[2.2.1]heptane-2-carboxylate BrC=1C(=C(NC=2C3=C(N=CN2)C=CC(=N3)N3[C@@H]2CN([C@H](C3)C2)C(=O)OC(C)(C)C)C=CC1OCC1COC1)F